2-methyl-2-[[7-[4-(tri-fluoromethyl)phenyl]benzo[d]isothiazol-6-yl]thio]propanoic acid CC(C(=O)O)(C)SC1=C(C2=C(C=NS2)C=C1)C1=CC=C(C=C1)C(F)(F)F